4-((2-Amino-4,6-dichlorophenoxy)methyl)-N-(3-aminopropyl)benzamide NC1=C(OCC2=CC=C(C(=O)NCCCN)C=C2)C(=CC(=C1)Cl)Cl